[C@H]12CN(C[C@H](CC1)N2)C2=NC(=NC(=N2)OC[C@]21CCCN1C[C@@H](C2)F)CCC2=CC(=CC1=CC=C(C(=C21)CC)F)O 4-(2-(4-((1R,5S)-3,8-diazabicyclo[3.2.1]octan-3-yl)-6-(((2R,7aS)-2-fluorotetrahydro-1H-pyrrolizin-7a(5H)-yl)methoxy)-1,3,5-triazin-2-yl)ethyl)-5-ethyl-6-fluoronaphthalen-2-ol